C(C1=CC=CC=C1)OC(=O)N[C@@H](C(=O)OCC(N1CCCC1)=O)CNC(=O)C1=CC2=NC=CC(=C2S1)C 2-Oxo-2-(pyrrolidin-1-yl)ethyl (R)-2-(((benzyloxy)carbonyl)amino)-3-(7-methylthieno[3,2-b]pyridine-2-carboxamido)propanoate